methyl-myristoyl-sodium taurate NCCS(=O)(=O)O.CCCCCCCCCCCCCCC(=O)[Na]